C1=NC=CC2=C(C=CC=C12)C1=NN(C2=C(C=CC=C12)C)C=1C=CC(=NC1)N1CCC(CC1)C(=O)O 1-{5-[3-(isoquinolin-5-yl)-7-methyl-1H-indazol-1-yl]pyridin-2-yl}piperidine-4-carboxylic acid